O1C[C@H](CC1)CC(=O)NC1=CC=C(C=C1)[C@@H]1C=2N(CCC1)C=NC2 |&1:15| 2-((R)-tetrahydrofuran-3-yl)-N-(4-((RS)-5,6,7,8-tetrahydroimidazo[1,5-a]pyridin-8-yl)phenyl)acetamide